(S)-N-((S)-cyano((S)-7-fluorochroman-4-yl)methyl)-2-methylpropane-2-sulfinamide C(#N)[C@@H](N[S@@](=O)C(C)(C)C)[C@H]1CCOC2=CC(=CC=C12)F